N-(5-chloro-6-fluoro-1H-indol-3-yl)-3,4-dihydroisoquinoline-2(1H)-carboxamide ClC=1C=C2C(=CNC2=CC1F)NC(=O)N1CC2=CC=CC=C2CC1